ClC=1C=2CCN(C(C2C(=C2C1OC(C2)(C)C2CCC(CC2)N(C)C)C)=O)CC=2C(NC(=CC2C)C)=O 9-chloro-6-((4,6-dimethyl-2-oxo-1,2-dihydropyridin-3-yl)methyl)-2-(4-(dimethylamino)cyclohexyl)-2,4-dimethyl-3,6,7,8-tetrahydrofuro[2,3-g]isoquinolin-5(2H)-one